N1C(=CC=C1)CC1=C(SC=C1)C(=O)NC1=CC(=CC(=C1)NS(=O)(=O)C)Br ((1H-pyrrol-2-yl)methyl)-N-(3-bromo-5-(methylsulfonylamino)phenyl)-thiophene-2-carboxamide